4-fluoro-2-(5-fluoropyridin-3-yl)-6-isopropylaniline FC1=CC(=C(N)C(=C1)C(C)C)C=1C=NC=C(C1)F